BrC=1C(=C2C(=NC1)NC(=N2)C2=CC=C(C=C2)N2CCN(CC2)CCCOC)NC2CCN(CC2)CC2CC2 6-Bromo-N-[1-(cyclopropylmethyl)piperidin-4-yl]-2-{4-[4-(3-methoxypropyl)piperazin-1-yl]phenyl}-3H-imidazo[4,5-b]pyridin-7-amine